t-butyl (6-{[(Z)-(1-methyl-1H-5-tetrazolyl) (phenyl)methylene]aminooxymethyl}-2-pyridyl)carbamate CN1N=NN=C1\C(\C1=CC=CC=C1)=N/OCC1=CC=CC(=N1)NC(OC(C)(C)C)=O